CC1(OC=2C=C(C=C(C2C2=C1C=CC(=C2)C)O)C(C)=C(CCCCC)C)C 6,6,9-Trimethyl-3-(3-methyloct-2-en-2-yl)benzo[c]chromen-1-ol